C(C1=CC=CC=C1)(C1=CC=CC=C1)N1[C@H]2CN([C@@H](C1)C2)CC=2C(=C1CN(C(C1=CC2)=O)C2C(NC(CC2)=O)=O)F 3-(5-(((1r,4r)-5-benzhydryl-2,5-diazabicyclo[2.2.1]heptan-2-yl)methyl)-4-fluoro-1-oxoisoindolin-2-yl)piperidine-2,6-dione